1-(4-((4-((2-fluoro-4-((2-(3-hydroxy-3-methylpyrrolidin-1-yl)pyridin-4-yl)oxy)phenyl)amino)-7-methoxyquinazolin-6-yl)amino)piperidin-1-yl)prop-2-en-1-one FC1=C(C=CC(=C1)OC1=CC(=NC=C1)N1CC(CC1)(C)O)NC1=NC=NC2=CC(=C(C=C12)NC1CCN(CC1)C(C=C)=O)OC